4-(4-(2-(2,6-dioxopiperidin-3-yl)-1,3-dioxoisoindolin-5-yl)piperidin-1-yl)benzoic acid O=C1NC(CCC1N1C(C2=CC=C(C=C2C1=O)C1CCN(CC1)C1=CC=C(C(=O)O)C=C1)=O)=O